tertbutyl 6-chloro-4-(3,3-difluoroazetidin-1-yl)-3',6'-dihydro-2'H-[2,4'-bipyridine]-1'-carboxylate ClC1=CC(=CC(=N1)C=1CCN(CC1)C(=O)OC(C)(C)C)N1CC(C1)(F)F